CN1C(C(=CC=C1)NC=1C(C(C1N[C@H](CC)C=1OC(=CC1)C)=O)=O)=O (R)-3-(1-methyl-2-oxo-1,2-dihydropyridin-3-ylamino)-4-(1-(5-methylfuran-2-yl)propylamino)cyclobut-3-ene-1,2-dione